4-(2-fluoro-6-methoxyphenyl)-2-(4-methyl-6-(piperazin-1-yl)pyridin-2-yl)-2,3-dihydro-1H-pyrrolo[3,4-c]pyridin-1-one FC1=C(C(=CC=C1)OC)C1=NC=CC2=C1CN(C2=O)C2=NC(=CC(=C2)C)N2CCNCC2